ClC=1C=NN(C1C1=CC=C(N)C=C1)C 4-(4-chloro-1-methyl-1H-pyrazol-5-yl)aniline